C1=CC=CC=2C3=CC=CC=C3C(C12)COC(=O)N([C@H](C(=O)O)COCC=1C=NC=C(C1)F)C (2S)-2-[9H-fluoren-9-ylmethoxycarbonyl(methyl)amino]-3-[(5-fluoropyridin-3-yl)methoxy]propanoic acid